(S)-7-(2-chloro-6-fluoro-5-((triisopropylsilyl)ethynyl)quinazolin-4-yl)-8-fluoro-5-(2-methylazetidin-1-yl)-2-(methylthio)pyrido[4,3-d]pyrimidine ClC1=NC2=CC=C(C(=C2C(=N1)C1=C(C=2N=C(N=CC2C(=N1)N1[C@H](CC1)C)SC)F)C#C[Si](C(C)C)(C(C)C)C(C)C)F